O1CCCC=2C1=NC=C(C2)B(O)O 3,4-DIHYDRO-2H-PYRANO[2,3-B]PYRIDINE-6-BORONIC ACID